FC1(OC2=C(O1)C=CC=C2NC(C2=C(N=CC=C2)NCCC)=O)F N-(2,2-difluorobenzo[d][1,3]dioxol-4-yl)-2-(propylamino)nicotinamide